(S,E)-7-(Dimethylamino)-1,7-dioxo-1-((2-oxo-1-((6-(3,3,3-trifluoropropyl)-9H-purin-8-yl)methyl)-1,2-dihydropyridin-3-yl)amino)hept-5-en-2-yl-dimethylcarbamat CN(C(/C=C/CC[C@H](C(NC=1C(N(C=CC1)CC=1NC2=NC=NC(=C2N1)CCC(F)(F)F)=O)=O)CN(C([O-])=O)C)=O)C